ClC=1C(=C(C#N)C=C(C1)C(C)(C1=CC=C(C=C1)OCC=1SC=C(N1)S(=O)(=O)C)C)OCCCl 3-chloro-2-(2-chloroethoxy)-5-[1-methyl-1-[4-[(4-methylsulfonylthiazol-2-yl)methoxy]phenyl]ethyl]benzonitrile